CN1CCC(CC1)C(=O)OCCOCCOCCOCCOCCN(CCCCCCCC)C(C(COCCCCCCCC(OC\C=C/CCCCCC)=O)OCCCCCCCC(=O)OC\C=C/CCCCCC)=O 2-[2-[2-[2-[2-[2,3-bis[8-[(Z)-non-2-enoxy]-8-oxo-octoxy] propanoyl-octyl-amino]ethoxy]ethoxy] ethoxy]ethoxy]ethyl 1-methylpiperidine-4-carboxylate